4-((6-bromobenzo[d][1,3]dioxolan-5-yl)methylene)-2,6-di-tert-butylcyclohexa-2,5-dien-1-one BrC=1C(=CC2=C(OCO2)C1)C=C1C=C(C(C(=C1)C(C)(C)C)=O)C(C)(C)C